imino(3-methoxyphenyl)(methyl)-λ6-sulfanone N=S(=O)(C)C1=CC(=CC=C1)OC